C(NC(=O)C=1N=NC=CC1)([2H])([2H])[2H] N-(methyl-d3)pyridazine-3-formamide